4-chlorophenyl-ethylene oxide ClC1=CC=C(C=C1)C1CO1